ClC1=CC(=C(C=N1)C1=C(C=NC=C1)F)CO (6-chloro-3'-fluoro-[3,4'-bipyridin]-4-yl)methanol